2-oxo-2-(3-(trifluoromethyl)phenyl)acetaldehyde O=C(C=O)C1=CC(=CC=C1)C(F)(F)F